dihydro-1H-isoindole-5-carboxylic acid C1NCC2=CC(=CC=C12)C(=O)O